methyl (2R,3S)-3-((methylsulfonyl)amino)-2-(((cis-4-(2,3,5-trifluorophenyl)cyclohexyl)oxy)-methyl)piperidine-1-carboxylate CS(=O)(=O)N[C@@H]1[C@@H](N(CCC1)C(=O)OC)CO[C@@H]1CC[C@@H](CC1)C1=C(C(=CC(=C1)F)F)F